(E)-N-benzyl-1-(2-(4-butoxystyryl)-4,6-dimethoxyphenyl)methanaminium chloride [Cl-].C(C1=CC=CC=C1)[NH2+]CC1=C(C=C(C=C1OC)OC)\C=C\C1=CC=C(C=C1)OCCCC